ethylimidazole bromine salt [Br].C(C)C=1NC=CN1